OC1(N)CC=C(C=C1)O 1,4-dihydroxyaniline